NC1=NC(=CC(=N1)N1CCC2(C[C@H](NC2)C(=O)O)CC1)O[C@@H](C(F)(F)F)C1=C(C=C(C=C1)CCCC)N1N=C(C=C1)C (S)-8-(2-amino-6-((R)-1-(4-butyl-2-(3-methyl-1H-pyrazol-1-yl)phenyl)-2,2,2-trifluoroethoxy)pyrimidin-4-yl)-2,8-diazaspiro[4.5]decane-3-carboxylic acid